ethyl 2-bromo-2-(4-bromo-3-fluorophenyl)acetate BrC(C(=O)OCC)C1=CC(=C(C=C1)Br)F